4-(benzo[d][1,3]dioxol-5-yloxy)-7-nitroquinazoline O1COC2=C1C=CC(=C2)OC2=NC=NC1=CC(=CC=C21)[N+](=O)[O-]